O=C1NC(CCC1N1CCCC(C1)N1CCC(CC1)CO)=O N-(2,6-dioxopiperidin-3-yl)-5-[4-(hydroxymethyl)piperidin-1-yl]-piperidine